4-nitrophenyl (2-(2-methoxyethoxy)ethyl)carbamate COCCOCCNC(OC1=CC=C(C=C1)[N+](=O)[O-])=O